O=C1NC(C2=CC=CC=C12)=O 1,3-dioxoisoindol